COC1=C(C=CC(=C1)N1CCOCC1)C1=COC2=C1N=C(N=C2NC)CO (7-(2-Methoxy-4-morpholinophenyl)-4-(methylamino)furo[3,2-d]pyrimidin-2-yl)methanol